CC1=NC=CC(=N1)OC1=CC=C(C=C1)C(C)(C)C1=CC=C(OC2CC(C2)N)C=C1 (1r,3r)-3-(4-(2-(4-((2-methylpyrimidin-4-yl)oxy)phenyl)propane-2-yl)phenoxy)cyclobutan-1-amine